6H-pyrimido[5,4-b][1,4]thiazin-7(8H)-one N1=CN=CC=2SCC(NC21)=O